5-(((tert-butyldiphenylsilyl)oxy)methyl)-4-methoxy-2-vinylpyrimidine [Si](C1=CC=CC=C1)(C1=CC=CC=C1)(C(C)(C)C)OCC=1C(=NC(=NC1)C=C)OC